N-(4-((1H-pyrazol-1-yl)methyl)-2,3-dihydrobenzofuro[7,6-d]isoxazol-8-yl)-6-methoxy-2,3-dihydro-1H-indene-5-sulfonamide N1(N=CC=C1)CC1=CC2=C(C(=NO2)NS(=O)(=O)C=2C=C3CCCC3=CC2OC)C2=C1CCO2